ClC1=NC=CC(=N1)NC1=C(C=C(C=C1)OC)[N+](=O)[O-] 2-chloro-N-(4-methoxy-2-nitrophenyl)pyrimidin-4-amine